C(CCCC)OC1CCC(CC1)CO (4-(pentyloxy)cyclohexyl)methanol